N-(4-(4-((1-isopropylpiperidin-4-yl)oxy)-3-methyl-1H-pyrazolo[3,4-d]pyrimidin-6-yl)phenyl)piperidine-1-sulfonamide C(C)(C)N1CCC(CC1)OC1=C2C(=NC(=N1)C1=CC=C(C=C1)NS(=O)(=O)N1CCCCC1)NN=C2C